5-(2-fluorophenyl)-1,3-dioxolan-4-one FC1=C(C=CC=C1)C1C(OCO1)=O